C(CCCCC#C)OCC1=NN(C(=C1)C(=O)OCCCCCC#C)C Hept-6-yn-1-yl 3-((hept-6-yn-1-yloxy)methyl)-1-methyl-1H-pyrazole-5-carboxylate